FS(C1=CC=C(N[C@@H]2CC[C@H](CC2)S(=O)(=O)C2=CC=C(C=C2)C=2C=C(C=3N(C2)C=CN3)F)C=C1)(F)(F)(F)F 4-(pentafluoro-λ6-sulfanyl)-N-[trans-4-(4-{8-fluoroimidazo[1,2-a]pyridin-6-yl}benzenesulfonyl)cyclohexyl]aniline